ClC1=C(C=C(C=C1NC=1C(=C2C(N(C=NC2=CC1)C)=O)C)F)NS(=O)(=O)CCC N-(2-chloro-3-((3,5-dimethyl-4-oxo-3,4-dihydroquinazolin-6-yl)amino)-5-fluorophenyl)propane-1-sulfonamide